6,7-dimethoxyquinazolin-4-amine COC=1C=C2C(=NC=NC2=CC1OC)N